N1=CC=NC(=C1C#N)C#N pyrazine-5,6-dicarbonitrile